tert-Butyl 2-bromo-6-(4-isopropylpiperazin-1-yl)pyridine-4-carboxylate BrC1=NC(=CC(=C1)C(=O)OC(C)(C)C)N1CCN(CC1)C(C)C